2,6,10-trimethyltridecanoic acid CC(C(=O)O)CCCC(CCCC(CCC)C)C